N1=C(C=NC=C1)N1CCC2([C@@H](C=3N(N=CC3)C2)NC(OC(C)(C)C)=O)CC1 tert-butyl (S)-(1-(pyrazin-2-yl)-4'H,6'H-spiro[piperidine-4,5'-pyrrolo[1,2-b]pyrazol]-4'-yl)carbamate